O1N=C(C=C1)NC(C[N+]1(CCCCCC1)CC(=O)NC1=C(SC=C1C)C(NC1COC1)=O)=O 1-(2-(isoxazol-3-ylamino)-2-oxoethyl)-1-(2-((4-methyl-2-(oxetan-3-ylcarbamoyl)thiophen-3-yl)amino)-2-oxoethyl)azepan-1-ium